ClC1=C2C(=NC=C1C=1C=C(C=CC1)N1C(CN(CC1)S(=O)(=O)CCCN1CC(C1)F)=O)NC=C2C2CC2 1-(3-(4-chloro-3-cyclopropyl-1H-pyrrolo[2,3-b]pyridin-5-yl)phenyl)-4-((3-(3-fluoroazetidin-1-yl)propyl)sulfonyl)piperazin-2-one